(E)-1,12-dibromododec-6-ene BrCCCCC\C=C\CCCCCBr